(S)-6-chloro-N-(3-methyltetrahydro-2H-pyran-3-yl)-8-(2-(2,2,2-trifluoroethoxy)phenyl)imidazo[1,2-a]pyridine-2-carboxamide ClC=1C=C(C=2N(C1)C=C(N2)C(=O)N[C@@]2(COCCC2)C)C2=C(C=CC=C2)OCC(F)(F)F